ethyl-1-ethyl-6-fluoro-7-piperazin-1-yl-quinolin-4(1H)-one C(C)C=1N(C2=CC(=C(C=C2C(C1)=O)F)N1CCNCC1)CC